ClC1CCN(CC1)S(=O)(=O)N[C@@H]([C@H](C)C1=C(C(=CC=C1F)C)C)C=1OC(NN1)=O 4-chloro-N-((1S,2R)-2-(6-fluoro-2,3-dimethylphenyl)-1-(5-oxo-4,5-dihydro-1,3,4-oxadiazol-2-yl)propyl)piperidine-1-sulfonamide